NC1CC2CCC(C1)N2C(=O)C2=NC(=C(C(=C2)OC)C2=CC(=C(C=C2)OC)O)C2=CC(=CC=C2)F (3-Amino-8-azabicyclo[3.2.1]octan-8-yl)(6-(3-fluorophenyl)-5-(3-hydroxy-4-methoxyphenyl)-4-Methoxypyridin-2-yl)methanone